C(#N)C1=NC(=C2C=C(N=CC2=C1)N[C@@H]1CN(CCC1)C(=O)OC(C)(C)C)NC1CC1 tert-Butyl (S)-3-((7-cyano-5-(cyclopropylamino)-2,6-naphthyridin-3-yl)amino)piperidine-1-carboxylate